(pyridin-3-ylmethyl)pyridin-2(1H)-one N1=CC(=CC=C1)CN1C(C=CC=C1)=O